5-chloro-4-(6,8-dihydro-5H-[1,2,4]triazolo[4,3-a]pyrazin-7-yl)-2-(2-fluoro-4-pyridinyl)-1H-pyrimidin-6-one ClC1=C(N=C(NC1=O)C1=CC(=NC=C1)F)N1CC=2N(CC1)C=NN2